ClC=1C=C(C(=O)NC(C)C2=CC(=CC=C2)NC=2C(N(C(C2)=O)C2C(NC(CC2)=O)=O)=O)C=CC1C(F)(F)F 3-chloro-N-(1-(3-((1-(2,6-dioxopiperidin-3-yl)-2,5-dioxo-2,5-dihydro-1H-pyrrol-3-yl)amino)-phenyl)ethyl)-4-(trifluoromethyl)benzamide